ClC1=C(C=CC(=C1O)O)C(C(=O)N)=O 2-(2-chloro-3,4-dihydroxyphenyl)-2-oxoacetamide